3-Chloro-2-(2-chloroethoxy)-5-(2-(4-((6-chloropyrazin-2-yl)methoxy)phenyl)propan-2-yl)benzonitrile ClC=1C(=C(C#N)C=C(C1)C(C)(C)C1=CC=C(C=C1)OCC1=NC(=CN=C1)Cl)OCCCl